4-nitro-1-((2-(trimethylsilyl)ethoxy)methyl)-1H-1,2,3-triazole [N+](=O)([O-])C=1N=NN(C1)COCC[Si](C)(C)C